ClC=1C=C(NC2(CCC3(C(CC4=CC=CC=C34)C[C@H](COC3=CC=NC=4CCCC(C34)(F)F)C)CC2)C(=O)O)C=CC1 4-(3-Chloroanilino)-2'-{(2R)-3-[(5,5-difluoro-5,6,7,8-tetrahydroquinolin-4-yl)oxy]-2-methylpropyl}-2',3'-dihydrospiro[cyclohexane-1,1'-indene]-4-carboxylic acid